O[C@]1(CC[C@H]2[C@@]([C@H]3CC[C@]4([C@H]([C@@H]3CC2)CC[C@@H]4C(CN4N=NN=C4C)=O)C)(CC1)C)C 1-((1S,3aS,3bR,5aS,8S,10aS,10bS,12aS)-8-hydroxy-8,10a,12a-trimethyloctadecahydrocyclohepta[a]cyclopenta[f]naphthalen-1-yl)-2-(5-methyl-1H-tetrazol-1-yl)ethan-1-one